C(CCC)P(CCCO)(CCCO)=O butyl-bis(3-hydroxypropyl)phosphine oxide